2,4-dimethylphenyl-2-piperazinophenyl sulfide CC1=C(C=CC(=C1)C)C=1C(=C(C=CC1)SC1=C(C(=CC=C1)C1=C(C=C(C=C1)C)C)N1CCNCC1)N1CCNCC1